5-bromo-2-methyl-4-(trifluoromethyl)indazole BrC1=C(C2=CN(N=C2C=C1)C)C(F)(F)F